2-(3-fluorophenyl)-N-(2'-(4-methylpiperidin-1-yl)-[4,4'-bipyridyl]-2-yl)acetamide FC=1C=C(C=CC1)CC(=O)NC1=NC=CC(=C1)C1=CC(=NC=C1)N1CCC(CC1)C